3-((R)-2-(4-(2-(3-fluoroazetidin-1-yl)ethyl)-5-methylpyridin-2-yl)-4-methylpentanamido)propanoic acid FC1CN(C1)CCC1=CC(=NC=C1C)[C@H](C(=O)NCCC(=O)O)CC(C)C